2-[1,4'-Bipiperidin]-1'-yl-N-cycloheptyl-6,7-dimethoxy-4-quinazolinamine dihydrochloride Cl.Cl.N1(CCCCC1)C1CCN(CC1)C1=NC2=CC(=C(C=C2C(=N1)NC1CCCCCC1)OC)OC